C(#N)C=1C(=CC(=NC1)NC(=O)N1C2CC(C3=CC=C(N=C13)C(OC)OC)(C2)O)NCCOC N-(5-cyano-4-((2-methoxyethyl)amino)pyridin-2-yl)-7-(dimethoxymethyl)-4-hydroxy-3,4-dihydro-2,4-methylene-1,8-naphthyridine-1(2H)-carboxamide